(R)-2-aminopropane-1-sulfonamide N[C@@H](CS(=O)(=O)N)C